C(CCCCC)OC1=CC=2C(=NN(N2)C2=C(C(=CC(=C2)C(C)(C)C)C(C)(C)C)O)C=C1 2-(5-hexyloxy-2H-benzotriazole-2-yl)-4,6-di-tert-butylphenol